C(C)OC(C)(C)[C@@]1(CN(CC1)C(C)(C)C=1C=NC(=CC1)C)CCN\C(=N\O)\NC (S,E)-1-(2-(3-(2-ethoxypropan-2-yl)-1-(2-(6-methylpyridin-3-yl)propan-2-yl)pyrrolidin-3-yl)ethyl)-2-hydroxy-3-methylguanidine